C(CC)OC(C=C)=O.C(C=C)(=O)N acrylamide (propyl)acrylate